10,13,16-trimethyl-17-(methylcarbamoyl)-3-oxo-6,7,8,9,10,11,12,13,14,15,16,17-dodecahydro-3H-cyclopenta[a]phenanthren-17-yl 3-nitrobenzoate [N+](=O)([O-])C=1C=C(C(=O)OC2(C(CC3C4CCC5=CC(C=CC5(C4CCC23C)C)=O)C)C(NC)=O)C=CC1